6-chloro-N4,N8-diethyl-N2-propylpyrimido[5,4-d]pyrimidine-2,4,8-triamine ClC=1N=C(C=2N=C(N=C(C2N1)NCC)NCCC)NCC